6-[[(2R,3R,4R,5R)-3-(3,4-Difluoro-2-methoxy-phenyl)-4,5-dimethyl-5-(trifluoromethyl)tetrahydrofuran-2-carbonyl]amino]pyrazin-2-carboxamid FC=1C(=C(C=CC1F)[C@@H]1[C@@H](O[C@]([C@@H]1C)(C(F)(F)F)C)C(=O)NC1=CN=CC(=N1)C(=O)N)OC